CC1=NN=C(O1)[C@@](C)(C#CC1=CC(=CC=C1)B1OC(C(O1)(C)C)(C)C)O (R)-2-(5-methyl-1,3,4-oxadiazol-2-yl)-4-(3-(4,4,5,5-tetramethyl-1,3,2-dioxaborolan-2-yl)phenyl)but-3-yn-2-ol